5,2'-O-dimethylUridine CC1=CN(C(=O)NC1=O)[C@H]2[C@@H]([C@@H]([C@H](O2)CO)O)OC